2-[5-fluoro-1-(2-fluorobenzyl)-1H-pyrazolo[3,4-b]pyridin-3-yl]-5-nitroso-pyrimidine-4,6-diamine FC=1C=C2C(=NC1)N(N=C2C2=NC(=C(C(=N2)N)N=O)N)CC2=C(C=CC=C2)F